OC1(COCC1)C=1C(NC=C2C1N=C(N=C2)C)=O 8-(3-hydroxytetrahydrofuran-3-yl)-2-methylpyrido[4,3-d]pyrimidin-7(6H)-one